C(C)(C)C1=C(CC=2C(=NC(=NC2)NC2=CC=CC=C2)NC2=CC=CC=C2)C=C(C(=C1)OC)OC 5-(2-Isopropyl-4,5-dimethoxy-benzyl)-N2,N4-diphenyl-pyrimidine-2,4-diamine